BrCC(=O)C=1C=C2CCN(C2=CC1F)C(=O)OC(C)(C)C tert-butyl 5-(2-bromoacetyl)-6-fluoroindoline-1-carboxylate